2-({5H,7H,8H-pyrano[4,3-b]pyridin-2-yl}carbamoyl)-5-(trifluoromethyl)benzoic acid N1=C2C(=CC=C1NC(=O)C1=C(C(=O)O)C=C(C=C1)C(F)(F)F)COCC2